6-(Dimethylamino)-N-[2-(2,2,2-trifluoroethoxy)benzene-1-sulfonyl]-1-benzofuran-2-carboxamide CN(C1=CC2=C(C=C(O2)C(=O)NS(=O)(=O)C2=C(C=CC=C2)OCC(F)(F)F)C=C1)C